1-(2-aminoethyl)-cyclopentan-1-ol NCCC1(CCCC1)O